C1(=CC=CC=C1)P(C1=CC=CC=C1)CN(C)CP(C1=CC=CC=C1)C1=CC=CC=C1 bis((diphenylphosphino)methyl)methylamine